C(CC(=O)O)CC(C(=O)O)(N)N diaminoadipic acid